OCCN1N=CC(=C1)C1=C(C#N)C=CC=C1 2-(1-(2-hydroxyethyl)-1H-pyrazol-4-yl)benzonitrile